NC1CCC(CC1)C1=CC2=C(N(C(N2C)=O)C2CNCCC2)C=C1 3-[5-(4-aminocyclohexyl)-3-methyl-2-oxo-benzimidazol-1-yl]piperidine